Cl.O(C1=CC=CC=C1)CCNC1(CCCCC1)C(=O)N[C@@H](C)C1=CC=C(C(=O)O)C=C1 4-[(1S)-1-[[1-(2-Phenoxyethylamino)cyclohexanecarbonyl]amino]ethyl]benzoic acid, hydrochloride